ClC=1C(=C(C(=C(C1)C(C#N)C)OCC)N1CCOCC1)C 2-(5-chloro-2-ethoxy-4-methyl-3-morpholinophenyl)propionitrile